8-CHLORO-N-(4-(TRIFLUOROMETHOXY)PHENYL)CHINOLIN-2-AMIN ClC=1C=CC=C2C=CC(=NC12)NC1=CC=C(C=C1)OC(F)(F)F